tert-butyl 5-[[(6-chloro-5-cyano-2-methylsulfinyl-pyrimidin-4-yl)amino]methyl]pyrazole-1-carboxylate ClC1=C(C(=NC(=N1)S(=O)C)NCC1=CC=NN1C(=O)OC(C)(C)C)C#N